5-(4-(cyclohexylamino)-6-((2-methoxy-4-morpholinophenyl)amino)-1H-pyrazolopyrimidin-3-yl)-1,3,4-oxadiazol-2(3H)-one C1(CCCCC1)NN1CN(C=C2C1=C(NN2)C2=NNC(O2)=O)NC2=C(C=C(C=C2)N2CCOCC2)OC